(7-(Phenylmethyloxy)-5-fluoro-1H-indol-2-yl)methanol C1(=CC=CC=C1)COC=1C=C(C=C2C=C(NC12)CO)F